2-phenethyl phthalate C(C=1C(C(=O)OCCC2=CC=CC=C2)=CC=CC1)(=O)[O-]